The molecule is a 2'-deoxyribonucleoside triphosphate oxoanion that is a trianion of 2'-deoxycytidine 5'-triphosphate, arising from deprotonation of three of the four triphosphate OH groups. It has a role as a Saccharomyces cerevisiae metabolite. It is a conjugate base of a dCTP. It is a conjugate acid of a dCTP(4-). C1[C@@H]([C@H](O[C@H]1N2C=CC(=NC2=O)N)COP(=O)([O-])OP(=O)([O-])OP(=O)(O)[O-])O